NC1=NC=2C=CC(=CC2C2=C1C=NN2C)C(=O)N(CC2=NC=C(C=C2)C(F)(F)F)N2C(OC(C2)C(F)(F)F)=O 4-amino-1-methyl-N-(2-oxo-5-(trifluoromethyl)oxazolidin-3-yl)-N-((5-(trifluoromethyl)pyridin-2-yl)methyl)-1H-pyrazolo[4,3-c]quinoline-8-carboxamide